O=C(C(=O)OCC)CCC(=O)OCC Diethyl 2-oxoglutarate